FC1=C(C(=C(C(=C1F)F)F)F)OC(=O)C=1C(=NC2=CC(=CC=C2C1)C(C#C[Si](C(C)C)(C(C)C)C(C)C)(F)F)OC 7-(1,1-difluoro-3-triisopropylsilyl-prop-2-ynyl)-2-methoxyquinoline-3-carboxylic acid perfluorophenyl ester